COC1=CC=C(C=C1)N1C(C=CC1=O)=O 1-(4-methoxyphenyl)-1H-pyrrole-2,5-dione